C(C)(C)(C)C1=CN=C(O1)CSC1=CN=C(S1)NC(=O)C1CCN(CC1)CC=1C=C2C(N(C(C2=CC1)=O)C1C(NC(CC1)=O)=O)=O N-(5-(((5-(tert-butyl)oxazol-2-yl)methyl)thio)thiazol-2-yl)-1-((2-(2,6-dioxopiperidin-3-yl)-1,3-dioxoisoindolin-5-yl)methyl)piperidine-4-carboxamide